N1N=NC(=C1)C1CN(CC1)C1=NOC(C1)C1=NC(=NC=C1)NC1CC2=CC(=C(C=C2C1)F)F (3-(3-(1H-1,2,3-triazol-4-yl)pyrrolidin-1-yl)-4,5-dihydroisoOxazol-5-yl)-N-(5,6-difluoro-2,3-dihydro-1H-inden-2-yl)pyrimidin-2-amine